[NH2]([C@@H](CCSC)C(=O)O)=O methionine monooxide